FC1=C(C=CC(=C1)F)C#C 2,4-Difluorophenylacetylene